BrC1=CC=C2C(=NC(=NC2=C1C)Cl)N1CCOCCC1 4-(7-bromo-2-chloro-8-methyl-quinazolin-4-yl)-1,4-oxaazepane